6-chloro-7-methoxy-4-(propan-2-yl)-3,4-dihydro-2H-1,4-benzoxazine-8-carboxylic acid ClC=1C(=C(C2=C(N(CCO2)C(C)C)C1)C(=O)O)OC